ClC=1C=NC(=NC1)C=1C(=C(C=CC1)NC1=CC(=NC=C1C(=O)NOCC)NC1=NC(=NC(=C1)C)C)OC 4-((3-(5-chloropyrimidin-2-yl)-2-methoxyphenyl)amino)-6-((2,6-dimethyl-pyrimidin-4-yl)amino)-N-ethoxynicotinamide